C(C1=CC=CC=C1)OC1=C(C(OC12CCC(CC2)OCCOCCOCCN2CCN(CC2)CCOCCOCC(=O)OC(C)(C)C)=O)C2=C(C=C(C=C2C)C)C tert-butyl 2-(2-(2-(4-(2-(2-(2-(((5s,8s)-4-(benzyloxy)-3-mesityl-2-oxo-1-oxaspiro[4.5]dec-3-en-8-yl)oxy)ethoxy)ethoxy)ethyl)piperazin-1-yl)ethoxy)ethoxy)acetate